C(C)OC=1C(=C(C(=CC1)C1=CC=C(C=C1)C=1CCCCC1)C#N)F ethoxy-3-fluoro-2'',3'',4'',5''-tetrahydro-[1,1':4',1''-terphenyl]-2-carbonitrile